CC1(C2=CC=CC=C2C=2C=CC=CC2C1(C)C)C 9,9,10,10-tetramethyl-9,10-dihydrophenanthrene